(R)-3-fluoro-2-(1-(2-fluorophenyl)ethyl)aniline FC=1C(=C(N)C=CC1)[C@H](C)C1=C(C=CC=C1)F